4-(2,6-difluorophenyl)piperidine-4-carbonitrile FC1=C(C(=CC=C1)F)C1(CCNCC1)C#N